N-(29-{[(1S,4E,6R)-1,6-Dihydroxycyclooct-4-en-1-yl]formamido}-3,6,9,12,15,18,21,24,27-nonaoxanonacosan-1-yl)-3-(2,5-dioxo-2,5-dihydro-1H-pyrrol-1-yl)propanamide O[C@]1(CC\C=C\[C@@H](CC1)O)C(=O)NCCOCCOCCOCCOCCOCCOCCOCCOCCOCCNC(CCN1C(C=CC1=O)=O)=O